2-(7-(4-((5-Chloro-4-((2-(dimethylphosphoryl)-3,4-dimethylphenyl)amino)pyrimidin-2-yl)amino)-2-Ethyl-5-methoxyphenyl)-7-azaspiro[3.5]non-2-yl)acetonitrile ClC=1C(=NC(=NC1)NC1=CC(=C(C=C1OC)N1CCC2(CC(C2)CC#N)CC1)CC)NC1=C(C(=C(C=C1)C)C)P(=O)(C)C